(21Z,24Z)-N,N-dimethyl-triaconta-21,24-dien-9-amine CN(C(CCCCCCCC)CCCCCCCCCCC\C=C/C\C=C/CCCCC)C